(E)-3-chloro-2-(2-(3-chlorophenylsulfonyl)vinyl)pyridine ClC=1C(=NC=CC1)\C=C\S(=O)(=O)C1=CC(=CC=C1)Cl